[2-(2-chloro-6-cyclopropylpyridin-4-yl)-5-fluorophenyl]-(3,3-difluoroazetidin-1-yl)methanone ClC1=NC(=CC(=C1)C1=C(C=C(C=C1)F)C(=O)N1CC(C1)(F)F)C1CC1